COC1=CC=C(C=CC2=NC3=CC=CC=C3N=C2)C=C1 2-(4-methoxystyryl)quinoxaline